(1S,4s)-4-((((R)-2-(5-Fluoropyridin-3-yl)-2-hydroxyethyl)amino)-methyl)cyclohexan-1-ol FC=1C=C(C=NC1)[C@H](CNCC1CCC(CC1)O)O